C(C=1C(C(=O)OCC(CC(CC)C)CCC)=CC=CC1)(=O)OCCCCCCCC(C)C isodecyl (4-methyl-2-propylhexyl) phthalate